[Si](C1=CC=CC=C1)(C1=CC=CC=C1)(C(C)(C)C)OCC(C)N 1-((tert-butyldiphenylsilyl)oxy)propan-2-amine